di-tert-butyl 3'-(2-hydroxyphenyl)-5'H-spiro[piperidine-3,6'-pyrazino[2,3-c]pyridazine]-5',8'(7'H)-dicarboxylate OC1=C(C=CC=C1)C1=CC2=C(N=N1)N(CC1(N2C(=O)OC(C)(C)C)CNCCC1)C(=O)OC(C)(C)C